chloro-sec-butyl-silane Cl[SiH2]C(C)CC